ClC1=C(C=C(C2=C1CCCCO2)C(=O)O)F 6-chloro-7-fluoro-2,3,4,5-tetrahydro-1-benzoxepine-9-carboxylic acid